(5-(pyridin-2-ylmethyl)pyridin-2-yl)propanamide hydrochloride Cl.N1=C(C=CC=C1)CC=1C=CC(=NC1)C(C(=O)N)C